CN1C(CN(CC1)CC1=CC(=C(C=C1)N1N=CC(=C1)C1=NC(=NC=C1C(F)(F)F)NC1CCN(CC1)S(=O)(=O)C=1N=CN(C1)C)C)=O 1-Methyl-4-(3-methyl-4-(4-(2-((1-((1-methyl-1H-imidazol-4-yl)sulfonyl)piperidin-4-yl)amino)-5-(trifluoromethyl)pyrimidin-4-yl)-1H-pyrazol-1-yl)benzyl)piperazin-2-one